2-[2-(2,2-dimethylpropyl)triazol-4-yl]-5-[4-(5-methyloxazolo[4,5-b]pyridin-2-yl)piperazine-1-carbonyl]benzonitrile CC(CN1N=CC(=N1)C1=C(C#N)C=C(C=C1)C(=O)N1CCN(CC1)C=1OC=2C(=NC(=CC2)C)N1)(C)C